FC1(CCC(CC1)C1=NC2=CC=CC=C2C=C1B(O)O)F [2-(4,4-difluorocyclohexyl)-3-quinolinyl]boronic acid